N1N=NC2=C1C=CC(=C2)C(CN2C[C@@H]1[C@H](C2)CC(C1)(O)CC1=CC=CC=C1)O |r| rac-(3aR,5R,6aS)-2-[2-(1H-1,2,3-benzotriazol-5-yl)-2-hydroxyethyl]-5-benzyl-octahydrocyclopenta[c]pyrrol-5-ol